1-(methoxymethyl)-N-{5-[(1R,3R)-3-[4-(trifluoromethyl)phenyl]cyclobutoxy]-1H-indol-3-yl}cyclopropane-1-carboxamide COCC1(CC1)C(=O)NC1=CNC2=CC=C(C=C12)OC1CC(C1)C1=CC=C(C=C1)C(F)(F)F